C(C)OC=1C=C(C=CC1)B(O)O 3-ethoxyphenylboronic acid